BrC/C=C/CN1C(C2=CC=CC=C2C1=O)=O 2-[(E)-4-bromobut-2-enyl]isoindoline-1,3-dione